ClN(N)C(=O)C1=NC=C(C=C1)C(F)(F)F chloro-5-(trifluoromethyl)pyridineformylhydrazine